Cl.Cl.Cl.C1(CCCCC1)O cyclohexanol tri-hydrochloride